2-((S)-2-((R)-1-(2-(2,5-dichlorobenzamido)acetamido)-3-methylbutyl)-4-(2-methoxy-2-oxoethyl)-5-oxo-1,3,2-dioxaborolan-4-yl)acetic acid ClC1=C(C(=O)NCC(=O)N[C@@H](CC(C)C)B2OC([C@@](O2)(CC(=O)OC)CC(=O)O)=O)C=C(C=C1)Cl